(5RS,7RS)-2-{[3-Chloro-5-(trifluoromethyl)pyridin-2-yl]methyl}-5-[(3,3-difluoropyrrolidin-1-yl)carbonyl]-7-(trifluoromethyl)-5,6,7,8-tetrahydro[1,2,4]triazolo[4,3-a]pyridin-3(2H)-one ClC=1C(=NC=C(C1)C(F)(F)F)CN1N=C2N([C@H](C[C@H](C2)C(F)(F)F)C(=O)N2CC(CC2)(F)F)C1=O |r|